3-(benzyloxy)-2-nitrobenzenethiol C(C1=CC=CC=C1)OC=1C(=C(C=CC1)S)[N+](=O)[O-]